[Sn]=O.[Ge] germanium-tin oxide